ClC=1C=C(C=CC1)C=1N=C(SC1)NC1=CC(=CC=C1)C(F)(F)F 4-(3-chlorophenyl)-N-[3-(trifluoromethyl)phenyl]Thiazole-2-amine